C(=O)O.CC1=C(C#N)C=CC=C1 methylbenzonitrile Formate salt